(E)-3-[4-(4-Bromophenyl)phenyl]-1-(2-hydroxyphenyl)prop-2-en-1-one BrC1=CC=C(C=C1)C1=CC=C(C=C1)/C=C/C(=O)C1=C(C=CC=C1)O